N(=[N+]=[N-])C(C(=O)ON1C(CCC1=O)=O)C Succinimidyl Azidopropionate